2,3-di(tetradecoxy)-propyl-(2-hydroxyethyl)-dimethyl-azanium C(CCCCCCCCCCCCC)OC(C[N+](C)(C)CCO)COCCCCCCCCCCCCCC